2,5,8,11-tetramethoxy-1,6,7,12-tetrabutoxy-3,9-dibromoperylene COC1=C(C=2C=3C(=C(C=C4C(=C(C(=C(C5=C(C(=CC(=C1Br)C52)OC)OCCCC)C43)OCCCC)OC)Br)OC)OCCCC)OCCCC